ClCCCCCCCCC(OCCCCCCCC)OCCCCCCCC 9-chloro-1,1-dioctyloxynonane